C=C(CCN1CCOCC1)C(CCN1CCOCC1)=C (3,4-dimethylenehexane-1,6-diyl)bis(morpholine)